N-(4-{[6-(5-chloro-2-fluorophenyl)-3-(2-methoxyethoxy)pyridazin-4-yl]amino}pyridin-2-yl)-3-(4-methylpiperazin-1-yl)propanamide ClC=1C=CC(=C(C1)C1=CC(=C(N=N1)OCCOC)NC1=CC(=NC=C1)NC(CCN1CCN(CC1)C)=O)F